[Sb]([O-])([O-])(=O)I iodoantimonate